3-(5-(((S)-1-ethylpiperidin-3-yl)oxy)-1-oxoisoindolin-2-yl)piperidine-2,6-dione C(C)N1C[C@H](CCC1)OC=1C=C2CN(C(C2=CC1)=O)C1C(NC(CC1)=O)=O